5-(3-hydroxypropyl)-1-(4-methoxybenzyl)-3-(4-(methylsulfonyl)piperazin-1-yl)pyrazin-2(1H)-one OCCCC=1N=C(C(N(C1)CC1=CC=C(C=C1)OC)=O)N1CCN(CC1)S(=O)(=O)C